[O-]CC.C(C)[Al+2].[O-]CC ethyl-aluminum ethoxide